[Cl-].[Cl-].C1(=CC=CC=C1)C(C1=CC=CC=C1)=[Zr+2]C1C=CC=C1 diphenylmethylene(cyclopentadienyl)zirconium dichloride